4,6-difluoro-3-propyl-dibenzothiophene FC1=C(C=CC2=C1SC1=C2C=CC=C1F)CCC